N1=C(C=CC=2CCCNC12)CCCCCOC1CN(C1)C(C(=O)O)C1=C2C(OC(C2=CC=C1)(C)C)(C)C 2-(3-(5-(5,6,7,8-tetrahydro-1,8-naphthyridin-2-yl)pentyloxy)azetidin-1-yl)-2-(1,1,3,3-tetramethyl-1,3-dihydroisobenzofuran-4-yl)acetic acid